CC1=CC=CC(=N1)C(=O)NC1COC1 6-methyl-N-(oxetan-3-yl)pyridinecarboxamide